ClC1=C(C=C(C(=C1)CN1CCNCCCNCCNCCC1)Cl)CN1CCNCCCNCCNCCC1 1,1'-[2,5-dichloro-1,4-phenylenebis-(methylene)]-bis-1,4,8,11-tetraazacyclotetradecane